4-tertbutyl-dimethyl-aniline C(C)(C)(C)C1=CC=C(N(C)C)C=C1